C(C1=CC=CC=C1)(=O)NC1=C2N=CN(C2=NC=N1)[C@H]1[C@@H]([C@@H]([C@H](O1)COP(O)(O)=S)O[Si](CC)(CC)CC)F thiophosphoric acid O-(((2R,3R,4R,5R)-5-(6-benzamido-9H-purin-9-yl)-4-fluoro-3-((triethylsilyl) oxy) tetrahydrofuran-2-yl) methyl) ester